CC([C@@H](CNC(C1=CC=C(C=C1)C)=O)NC(OCC(F)(F)F)=O)C 2,2,2-Trifluoroethyl ((1S)-2-methyl-1-{[(4-methylbenzoyl)amino]methyl}-propyl)carbamate